(3'-(3,3-difluoropyrrolidin-1-yl)propoxy)-2,2'-dimethyl-[1,1'-biphenyl] FC1(CN(CC1)CCCOC=1C(=C(C=CC1)C1=C(C=CC=C1)C)C)F